FC(C(=O)C1=CC=C(C=C1)C1=CC=C(C=C1)C(=O)OC)(F)F Methyl 4'-(2,2,2-trifluoroacetyl)-[1,1'-biphenyl]-4-carboxylate